C(C=C)C=1C=C(C=CC1OC)C1=C(C=CC(=C1)CC=C)O 3',5-diallyl-2-hydroxy-4'-methoxybiphenyl